3-hexaphenyl disiloxane tert-butyl 1-(3-(benzo[d][1,3]dioxol-5-yl)-6-chloropyrazin-2-yl)piperidine-4-carboxylate O1COC2=C1C=CC(=C2)C=2C(=NC(=CN2)Cl)N2CCC(CC2)C(=O)OC(C)(C)C.C2(=CC=CC1=CC3=CC=C4C=C5C=C6C=CC=CC6=CC5=CC4=C3C=C21)[SiH2]O[SiH3]